FC(OC1=CC=C(C=C1)C1=CN=C2N1C=CN=C2NC2=CC(=C(C(=O)O)C=C2)CC)F 4-((3-(4-(difluoromethoxy)phenyl)imidazo[1,2-a]pyrazin-8-yl)amino)-2-ethylbenzoic acid